methyl (2S)-3-{3-bromo-5-chloro-2-[(4-methoxyphenyl)methoxy]phenyl}-2-[(tert-butoxycarbonyl)amino]propanoate BrC=1C(=C(C=C(C1)Cl)C[C@@H](C(=O)OC)NC(=O)OC(C)(C)C)OCC1=CC=C(C=C1)OC